F[C@H]1[C@H](CC[C@@H](C1)NC=1N=CC2=C(N1)N(C(C(=C2)C2=NC=C(C=C2)NS(=O)(=O)CCC(F)(F)F)=O)C(C)C)NC(OC(C)(C)C)=O tert-Butyl ((1S,2R,4S)-2-fluoro-4-((8-isopropyl-7-oxo-6-(5-((3,3,3-trifluoropropyl)sulfonamido)pyridin-2-yl)-7,8-dihydropyrido[2,3-d]pyrimidin-2-yl)amino)cyclohexyl)carbamate